2,8-di-t-butyl-4-methylphenol CC(C)(C)CC1=CC(=C(C=C1)O)C(C)(C)C